C(C)(C)(C)OC(NC1=CN=C2C(=N1)N(C(=N2)C2=NC(=CC=C2)OCC)C2=C(C=CC=C2OC)OC)=O (1-(2,6-dimethoxyphenyl)-2-(6-ethoxypyridin-2-yl)-1H-imidazo[4,5-b]pyrazin-6-yl)carbamic acid tert-butyl ester